N-benzyl-1-((6-cyclopropylimidazo[1,2-a]pyridin-2-yl)methyl)-1H-1,2,3-triazole-4-carboxamide C(C1=CC=CC=C1)NC(=O)C=1N=NN(C1)CC=1N=C2N(C=C(C=C2)C2CC2)C1